methylbetaine C[N+](C)(C)CCC(=O)O